OC[C@H]1O[C@@H](CN(C1)C(C1=CC=CC=C1)(C1=CC=CC=C1)C1=CC=CC=C1)N1C(N=C2C(=C1)C=C(N2)COCCNC(OCC2C1=CC=CC=C1C=1C=CC=CC21)=O)=O (9H-fluoren-9-yl)methyl (2-((3-((2S,6S)-6-(hydroxymethyl)-4-tritylmorpholin-2-yl)-2-oxo-3,7-dihydro-2H-pyrrolo[2,3-d]pyrimidin-6-yl)methoxy)ethyl)carbamate